ethyltriisopropyloxysilane (2R,4S,5S)-5-cyclobutoxy-2-((S)-1-(4-fluorophenyl)-1,2,3,4-tetrahydroisoquinoline-2-carbonyl)tetrahydro-2H-pyran-4-yl-methanesulfonate C1(CCC1)O[C@H]1[C@H](C[C@@H](OC1)C(=O)N1[C@H](C2=CC=CC=C2CC1)C1=CC=C(C=C1)F)CS(=O)(=O)O.C(C)[Si](OC(C)C)(OC(C)C)OC(C)C